C1(=CC=CC=C1)C(CCC1OC(OCC1)CCC=CCCCCCCC)=O 1-phenyl-3-(2-(undec-3-en-1-yl)-1,3-dioxan-4-yl)propan-1-one